C1(CCC1)CN1N=NC(=C1)C(=O)NCC=1SC(=NN1)C1=CC=CC=C1 1-(cyclobutylmethyl)-N-((5-phenyl-1,3,4-thiadiazol-2-yl)methyl)-1H-1,2,3-triazole-4-carboxamide